O[C@](CN1N=CC(=C1)C#N)(C)[C@H]1CC[C@H]([C@H]2[C@@H]3CC[C@@H]4C[C@](CC[C@@H]4[C@H]3CC[C@]12C)(CCC)O)C 1-((R)-2-hydroxy-2-((1S,4R,4aS,4bR,6aR,8R,10aS,10bR,12aS)-8-hydroxy-4,12a-dimethyl-8-propyloctadecahydrochrysen-1-yl)propyl)-1H-pyrazole-4-carbonitrile